6-fluoro-2,10-dimethyl-9,10-dihydro-8-oxa-2,4,10a-triazanaphtho[2,1,8-cde]azulene FC=1C=C2N=CC=3N(CN4C(COC(=C2C34)C1)C)C